O1C(=NC2=C1N=CC=C2)C2=CC=C(C=C2)N(C2=CC=C(C=C2)C2=CC=CC1=CC=CC=C21)C2=CC=C(C=C2)C=2OC1=C(N2)C=CC=N1 bis(4-(7-aza-benzoxazol-2-yl)-phenyl)-(4-naphthalen-1-yl-phenyl)-amine